methyl 4-((4-(2-(2-aminopyridin-3-yl)-6-(trifluoromethyl)-1H-benzo[d]imidazol-1-yl)benzyl)carbamoyl)-3-methylbenzoate NC1=NC=CC=C1C1=NC2=C(N1C1=CC=C(CNC(=O)C3=C(C=C(C(=O)OC)C=C3)C)C=C1)C=C(C=C2)C(F)(F)F